N-[(2-Chloropyridin-4-yl)methyl]-6-(3,5-dichlorophenyl)-2,4-dimethyl-7-oxo-6-azabicyclo[3.2.1]oct-3-en-8-carboxamid ClC1=NC=CC(=C1)CNC(=O)C1C2C(C=C(C1N(C2=O)C2=CC(=CC(=C2)Cl)Cl)C)C